NC1=NC=NN2C1=C(N=C2[C@H]2CC[C@H](OC2)CO)C2=C(C(=C(C=C2)OC2=CC=CC=C2)F)F ((2S,5R)-5-(4-amino-5-(2,3-difluoro-4-phenoxyphenyl)imidazo[5,1-f][1,2,4]triazin-7-yl)tetrahydro-2H-pyran-2-yl)methanol